ClC1=C(C=C(C(=O)OC(C)(C)C)C=C1[N+](=O)[O-])OCC(COC1=C(C(=CC(=C1)C(=O)OCC)[N+](=O)[O-])Cl)OCOC tert-butyl 4-chloro-3-(3-(2-chloro-5-(ethoxycarbonyl)-3-nitrophenoxy)-2-(methoxymethoxy) propoxy)-5-nitrobenzoate